2-(trimethylsilyl)ethyl-3-{[N-(bromoacetyl)-beta-alanyl]amino}-D-alaninate C[Si](CCOC([C@H](N)CNC(CCNC(CBr)=O)=O)=O)(C)C